5-chloro-2-(4-chlorothiazol-5-yl)-4-[(6S)-6-fluoro-1,4-diazepan-1-yl]-1H-pyrimidin-6-one ClC1=C(N=C(NC1=O)C1=C(N=CS1)Cl)N1CCNC[C@@H](C1)F